(E)-4-((3-((2-(4-fluorophenyl)hydrazineylidene)methyl)-1H-indol-4-yl)oxy)-4-oxobutan-1-aminium chloride [Cl-].FC1=CC=C(C=C1)N\N=C\C1=CNC2=CC=CC(=C12)OC(CCC[NH3+])=O